FC1=CC2=CN(N=C2C(=C1)C(=O)N)C1CCN(CC1)C(C)C 5-fluoro-2-(1-isopropylpiperidin-4-yl)-2H-indazole-7-carboxamide